ClC=1C=C(C=C2C=C(N=CC12)NC(=O)[C@H]1[C@@H](C1)C#N)C=1C=C2C=NNC2=CC1C |r| (±)-trans-N-[8-chloro-6-(6-methyl-1H-indazol-5-yl)-3-isoquinolinyl]-2-cyano-cyclopropanecarboxamide